FC=1C(=C(C=C(C1)F)Br)Cl 3,5-difluoro-2-chlorobromobenzene